N-anthryl-acrylamide C1(=CC=CC2=CC3=CC=CC=C3C=C12)NC(C=C)=O